boc-(R)-4-(4-methylbenzyl)-L-proline C(=O)(OC(C)(C)C)N1[C@H](CC(C1)CC1=CC=C(C=C1)C)C(=O)O